4-{[(2,6-difluorophenyl)carbonyl]amino}-N-[(3S)-piperidin-3-yl]-1H-pyrazole-3-carboxamide FC1=C(C(=CC=C1)F)C(=O)NC=1C(=NNC1)C(=O)N[C@@H]1CNCCC1